(S)-N-((1r,4S)-4-methoxy-4-(trifluoromethyl)cyclohexyl)-4-(5-(6-methylpyrimidin-4-yl)-1H-pyrazole-3-carbonyl)-4-azaspiro[2.5]octane-7-carboxamide COC1(CCC(CC1)NC(=O)[C@H]1CCN(C2(CC2)C1)C(=O)C1=NNC(=C1)C1=NC=NC(=C1)C)C(F)(F)F